(S)-9-bromo-N-(6,6-dimethylpiperidin-3-yl)-11-fluoro-5,6,7,8-tetrahydropyrimido[4',5':3,4]cyclohepta[1,2-b]indol-2-amine BrC1=CC(=CC=2C3=C(NC12)CCCC1=C3N=C(N=C1)N[C@@H]1CNC(CC1)(C)C)F